CC1=C(C=CC(=C1)C)S(=O)(=O)C1=NNN2C1=NC(C1=CC=C(C=C21)N2CC1(C2)CC(C1)(C)O)=O 3-(2,4-dimethylbenzenesulfonyl)-8-{6-hydroxy-6-methyl-2-azaspiro[3.3]heptan-2-yl}-1H,5H-[1,2,3]triazolo[1,5-a]quinazolin-5-one